NC1=NC(=CC(=N1)N1CCC2(C[C@H](NC2)C(=O)O)CC1)O[C@@H](C(F)(F)F)C1=C(C=C(C=C1)Cl)C1=CC(=CC=C1)F (S)-8-(2-amino-6-((R)-1-(5-chloro-3'-fluoro-[1,1'-biphenyl]-2-yl)-2,2,2-trifluoroethoxy)pyrimidin-4-yl)-2,8-diazaspiro[4.5]decane-3-carboxylic acid